NC1=C(C=C(N=N1)C1=C(C=CC=C1)O)C=1C=NN(C1)C(C)C1=CC(=NC=C1)Cl 2-(6-amino-5-(1-(1-(2-chloropyridin-4-yl)ethyl)-1H-pyrazol-4-yl)pyridazin-3-yl)phenol